(1s,5r)-4-(4-methoxystyryl)-6,6-dimethylbicyclo[3.1.1]hept-3-en-2-one COC1=CC=C(C=CC2=CC([C@@H]3C([C@H]2C3)(C)C)=O)C=C1